C(C)(C)(C)OC(NC\C=C\C1=CC(=CC=C1)C(C1=CC=CC=C1)=C1CCN(CC1)C(=O)N1C[C@@H]2[C@@H](OCC(N2)=O)CC1)=O N-[(E)-3-[3-[[1-[(4aR,8aS)-3-oxo-4,4a,5,7,8,8a-hexahydropyrido[4,3-b][1,4]oxazine-6-carbonyl]-4-piperidinylidene]-phenyl-methyl]phenyl]allyl]carbamic acid tert-butyl ester